2-fluoro-1-(3-(5-methoxy-3-(4-(trifluoromethyl)phenyl)-1H-pyrazolo[3,4-b]pyridin-1-yl)-azetidin-1-yl)prop-2-en-1-one FC(C(=O)N1CC(C1)N1N=C(C=2C1=NC=C(C2)OC)C2=CC=C(C=C2)C(F)(F)F)=C